4-(3-Chlorophenyl)-3-hydroxy-4-methyl-3-phenylpentanoic acid ethyl ester C(C)OC(CC(C(C)(C)C1=CC(=CC=C1)Cl)(C1=CC=CC=C1)O)=O